C(C(C)C)[Si](O)(O)C1=CC=CC=C1 isobutyl-phenyl-silanediol